tert-butyl 4-(6-iodopyridin-3-yl)piperazine-1-carboxylate IC1=CC=C(C=N1)N1CCN(CC1)C(=O)OC(C)(C)C